O1CCN(C2=C1C=CC=C2)C2CCC(CC2)N2CCN(CC2)C2=CC(N(N=C2)S(=O)(=O)C=2C=NC=CC2)=NS(=O)(=O)C=2C=NC=CC2 N-[5-[4-[4-(2,3-dihydro-1,4-benzoxazin-4-yl)cyclohexyl]piperazin-1-yl]-2-pyridin-3-ylsulfonylpyridazin-3-ylidene]pyridine-3-sulfonamide